tolylenebis(dimethylurea) CC1=C(C=C(C=C1)N(C(=O)NC)C)N(C(=O)NC)C